zinc (E)-borate B([O-])([O-])[O-].[Zn+2].B([O-])([O-])[O-].[Zn+2].[Zn+2]